FC(C(=O)O)(F)F.C[C@@H]1O[C@@H](CN(C1)C1=NC(=C(C2=C1C(N1[C@@H](CO2)CNCC1)=O)Cl)C1=C(C=CC=C1O)F)C (6aR)-1-((2S,6R)-2,6-dimethylmorpholino)-4-chloro-3-(2-fluoro-6-hydroxyphenyl)-6,6a,7,8,9,10-hexahydro-12H-pyrazino[2,1-c]pyrido[3,4-f][1,4]oxazepin-12-one trifluoroacetate